OC1(CCO1)CN1CCC(CC1)CN1N=C(C=CC1=O)N1N=CC=C1 2-[[1-[(4-hydroxyoxetan-4-yl)methyl]piperidin-4-yl]methyl]-6-pyrazol-1-yl-pyridazin-3-one